6-(trifluoromethyl)cyanopyridine FC(C1=CC=CC(=N1)C#N)(F)F